C(CCC)C=1OC2=C(C1I)C=CC=C2 2-butyl-3-iodo-benzofuran